1-methyl-2-(methylsulfonyl)benzimidazole 3,3-dimethyl-7-{[(1-methylcyclopropyl)amino]methyl}-2H-furo[3,2-b]pyridine-5-carboxylate CC1(COC=2C1=NC(=CC2CNC2(CC2)C)C(=O)O)C.CN2C(=NC1=C2C=CC=C1)S(=O)(=O)C